C1(=CC=CC=C1)P(C1(C(=C2C=CC=CC2=CC1)C1=CC=CC2=CC=CC=C12)P(C1=CC=CC=C1)C1=CC=CC=C1)C1=CC=CC=C1 (±)-2,2-bis(diphenylphosphino)-1,1'-binaphthyl